BrC(C(=O)OC(C)CC)=C sec-butyl α-bromoacrylate